(2R)-4-(5-cyanopyrimidin-2-yl)-N-{2-[(4-fluorophenyl)methyl]-2-azaspiro[3.3]heptan-6-yl}-2-methylpiperazine-1-carboxamide C(#N)C=1C=NC(=NC1)N1C[C@H](N(CC1)C(=O)NC1CC2(CN(C2)CC2=CC=C(C=C2)F)C1)C